pyrazolo[1,5-a]pyridin-4-yl trifluoroethyl-sulfonate FC(CS(=O)(=O)OC=1C=2N(C=CC1)N=CC2)(F)F